2-(2-fluoro-5-mercapto-4-methylphenyl)isoindol-1-one FC1=C(C=C(C(=C1)C)S)N1C(C2=CC=CC=C2C1)=O